COCCOCCOCCOCCOCCOCCOCCOCCOCCOCCOCCOCCNC=1C(=NC(=C(N1)C(=O)NCCOCCOCCOCCOCCOCCOCCOCCOCCOCCOCCOCCOC)NCCOCCOCCOCCOCCOCCOCCOCCOCCOCCOCCOCCOC)C(=O)NCCOCCOCCOCCOCCOCCOCCOCCOCCOCCOCCOCCOC 3,6-bis(2,5,8,11,14,17,20,23,26,29,32,35-dodecaoxaheptatriacontan-37-ylamino)-N2,N5-Bis(2,5,8,11,14,17,20,23,26,29,32,35-dodecaoxaheptatriacontan-37-yl)pyrazine-2,5-dicarboxamide